3-(6-fluoro-1,2,3,4-tetrahydronaphthalen-2-yl)guanidine FC=1C=C2CCC(CC2=CC1)NC(N)=N